BrC=1C=C(C=CC1)C=1N=NNN1 5-(3-bromophenyl)-2H-tetrazol